FC=1C=NC=C(C1CC)OCF 1-[3-fluoro-5-(fluoromethoxy)pyridin-4-yl]ethane